N[C@H]1[C@@H](COCC1)C1=C(C2=NC(=CC(=C2S1)NCC=1SC=CC1)Cl)Br 2-((3s,4r)-4-aminotetrahydro-2H-pyran-3-yl)-3-bromo-5-chloro-N-(thiophen-2-ylmethyl)thieno[3,2-b]pyridin-7-amine